ClC1=NC=C2C(=CN=C(C2=C1)C(C)C)N1CC(C1)CS(=O)(=O)C 7-chloro-4-[3-(methylsulfonylmethyl)azetidin-1-yl]-1-(prop-2-yl)-2,6-naphthyridine